ClC1=NC=C(C=N1)CN1C=CC=C2C1=NC(N(C2=O)C2(CC2)C#N)=O 1-(8-((2-chloropyrimidin-5-yl)methyl)-2,4-dioxo-4,8-dihydropyrido[2,3-d]pyrimidin-3(2H)-yl)cyclopropane-1-carbonitrile